6-tert-butyl-10-methoxy-9-(2-methylpyrimidin-5-yl)-2-oxo-6,7-dihydro-2H-pyrido[2,1-a]isoquinoline-3-carboxylic acid C(C)(C)(C)C1N2C(C3=CC(=C(C=C3C1)C=1C=NC(=NC1)C)OC)=CC(C(=C2)C(=O)O)=O